NC1=C(C(=O)O)C=CC(=C1)CC(F)(F)F Amino-4-(2,2,2-trifluoroethyl)benzoic acid